CC1=C(C(=O)O)C=C(C(=C1I)C)[N+](=O)[O-] 2,4-dimethyl-3-iodo-5-nitrobenzoic acid